1-(4-(((6-(trifluoromethyl)pyridin-2-yl)amino)methyl)benzyl)azetidine-3-carboxylic acid FC(C1=CC=CC(=N1)NCC1=CC=C(CN2CC(C2)C(=O)O)C=C1)(F)F